1-[2-Hydroxy-6-methoxy-4-(methoxymethyl)phenyl]-3-phenylprop-2-en-1-one OC1=C(C(=CC(=C1)COC)OC)C(C=CC1=CC=CC=C1)=O